C(#N)C(C(=O)OC(CCCCCCCC)O)C#N nonanediol dicyanoacetate